4-[(4-isocyanatocyclohexyl)methyl]-1-methylcyclohexane N(=C=O)C1CCC(CC1)CC1CCC(CC1)C